CCCCCCCCCCCCCCCCCCCC(=O)O[C@H](COC(=O)CCCCCCC/C=C\CCCCCCC)COP(=O)(O)OC[C@@H](C(=O)O)N 1-(9Z-heptadecenoyl)-2-eicosanoyl-glycero-3-phosphoserine